CC1=C(C=CC=C1C)C1=CNC2=CC=C(C=C12)C(=O)N[C@@H]1C(N(C2=C(OC1)C=CC=C2)C)=O (S)-3-(2,3-dimethylphenyl)-N-(5-methyl-4-oxo-2,3,4,5-tetrahydrobenzo[b][1,4]oxazepin-3-yl)-1H-indole-5-carboxamide